C(C)(C)(C)OC(=O)N1CCN(CC1)C=1C=CC=2N(C1)C=CN2 4-(Imidazo[1,2-a]pyridin-6-yl)-piperazine-1-carboxylic acid tert-butyl ester